7-methoxy-1,4-dihydronaphthalen-1-one COC1=CC=C2CC=CC(C2=C1)=O